5-(oxolan-2-yl)pyridine-2,4-diamine O1C(CCC1)C=1C(=CC(=NC1)N)N